pyrimidine-5-ethanol N1=CN=CC(=C1)CCO